3-(4-{8-amino-3-ethyl-5-[4-(methylamino)cyclohex-1-en-1-yl]imidazo[1,5-a]pyrazin-1-yl}naphthalen-1-yl)-1-[3-(trifluoromethyl)phenyl]urea NC=1C=2N(C(=CN1)C1=CCC(CC1)NC)C(=NC2C2=CC=C(C1=CC=CC=C21)NC(NC2=CC(=CC=C2)C(F)(F)F)=O)CC